methyl 5-((4,6-difluoro-5-(4'-((2-(2-hydroxyethoxy)ethoxy)methyl)-[1,1'-biphenyl]-4-yl)-1H-benzo[d]imidazol-2-yl)oxy)-2-methylbenzoate FC1=C(C(=CC=2NC(=NC21)OC=2C=CC(=C(C(=O)OC)C2)C)F)C2=CC=C(C=C2)C2=CC=C(C=C2)COCCOCCO